ClC=1C(=C(CN2CCC(CC2)(C(=O)O)CC2=NC(=NC(=C2F)C2=CC=CC=C2)NC2=NNC(=C2)C)C=CC1)F 1-(3-chloro-2-fluorobenzyl)-4-((5-fluoro-2-((5-methyl-1H-pyrazol-3-yl)amino)-6-phenylpyrimidin-4-yl)methyl)piperidine-4-carboxylic acid